N-([1,1'-biphenyl]-4-yl)-2,7-di-tert-butylspiro[fluorene-9,8'-indeno[2,1-b]thiophen]-6'-amine C1(=CC=C(C=C1)NC1=CC=2C3(C=4SC=CC4C2C=C1)C1=CC(=CC=C1C=1C=CC(=CC13)C(C)(C)C)C(C)(C)C)C1=CC=CC=C1